C(C)OC(C(CC(=O)O)CCC[Si](OCC)(OCC)OCC)=O 2-(3-triethoxysilylpropyl)succinic acid monoethyl ester